COC1=CC=C(CSC2=C3CCCC(C3=CC=C2)NCC#C)C=C1 5-((4-methoxybenzyl)thio)-N-(prop-2-yn-1-yl)-1,2,3,4-tetrahydronaphthalen-1-amine